4-(1-{5-[(4-chloro-2-fluorophenyl)amino]-4-methylpyridin-3-yl}ethyl)-3-fluoropyridin-2-amine ClC1=CC(=C(C=C1)NC=1C(=C(C=NC1)C(C)C1=C(C(=NC=C1)N)F)C)F